(trans-5-(azidomethyl)-5-hydroxytetrahydro-2H-pyran-2-yl)((S)-1-(4-fluorophenyl)-3,4-dihydroisoquinolin-2(1H)-yl)methanone N(=[N+]=[N-])C[C@@]1(CC[C@@H](OC1)C(=O)N1[C@H](C2=CC=CC=C2CC1)C1=CC=C(C=C1)F)O